N-(Bicyclo[1.1.1]pentan-1-yl)-2-(3,4-difluoro-5-hydroxyphenyl)benzo[d]oxazole-5-carboxamide C12(CC(C1)C2)NC(=O)C=2C=CC1=C(N=C(O1)C1=CC(=C(C(=C1)O)F)F)C2